CN1N=C(C(=C1)C1=CN(C=2C1=NC=C(C2)C=2C(=NOC2C)C)C2=C(C=C(C(=O)O)C=C2OCC)OCC)C 4-(3-(1,3-dimethyl-1H-pyrazol-4-yl)-6-(3,5-dimethylisoxazol-4-yl)-1H-pyrrolo[3,2-b]pyridin-1-yl)-3,5-diethoxybenzoic acid